ClC1=C2CC(CC2=CC=C1Cl)NC1=CC=C(C=N1)[C@@H](C(F)(F)F)N(C(=O)[C@H]1CNC(C1)=O)C (3R)-N-((1S)-1-(6-((4,5-dichloro-2,3-dihydro-1H-inden-2-yl)amino)pyridin-3-yl)-2,2,2-trifluoroethyl)-N-methyl-5-oxopyrrolidine-3-carboxamide